ClC(=CCl)OC1=CC(=CC=C1)OC ((1,2-dichlorovinyl)oxy)-3-methoxybenzene